CCCCCCCCCCCCCCCCCCCCCC (e)-docosane